N-[(5-fluoro-2-thienyl)methyl]-2-[(3R)-3-methyl-[1,4'-bipiperidine]-1'-yl]-1,3-thiazole-5-carboxamide FC1=CC=C(S1)CNC(=O)C1=CN=C(S1)N1CCC(CC1)N1C[C@@H](CCC1)C